4-(2-(2-(pyrazin-2-yl)ethoxy)-6-(3-(m-tolyl)-1H-pyrazol-1-yl)pyrimidin-4-yl)morpholine N1=C(C=NC=C1)CCOC1=NC(=CC(=N1)N1CCOCC1)N1N=C(C=C1)C=1C=C(C=CC1)C